C(C(=C)CC(=O)O)(=O)O.C(CCCCCCCCCCCCCCCCCCCCC)O 1-Docosanol Itaconate